C(C)OC1=CSC(=C1)C1=NC=NC(=C1)NCCC1=C(C2=CC=CC=C2C=C1)C#C 3-Ethoxy-5-{6-[2-(1-ethynyl-naphthalen-2-yl)-ethylamino]-pyrimidin-4-yl}-thiophene